O=C1C[C@H](NC1)C(=O)O 4-Oxo-proline